C1(=CC=CC=C1)C=1C2=CC=CC=C2C(=C2C=CC(=CC12)N(C1=CC=C(C=C1)N(C1=CC=CC=C1)C1=CC=CC=C1)C1=CC=CC=C1)C1=CC=CC=C1 N-(9,10-diphenyl-2-anthryl)-N,N'-triphenyl-1,4-phenylenediamine